C(C)OC1=C(C=CC(=C1)C1=NC=NC(=C1)NCCC=1C2=C(SC1C)C(=CC(=C2)F)C)C2=CC(NO2)=O 5-(2-Ethoxy-4-(6-((2-(5-fluoro-2,7-dimethylbenzo[b]thiophen-3-yl)ethyl)amino)pyrimidin-4-yl)phenyl)isoxazol-3(2H)-on